(2-Propyl)triphenylphosphonium iodide [I-].CC(C)[P+](C1=CC=CC=C1)(C1=CC=CC=C1)C1=CC=CC=C1